FC1=C2C=C(NC2=CC(=C1)F)C(=O)N([C@@H](COCCC)C(=O)N1C[C@]2(C[C@H]1C(=O)N)C(NC1=CC=CC=C12)=O)C (3R,5'S)-1'-(N-(4,6-difluoro-1H-indole-2-carbonyl)-N-methyl-O-propyl-L-seryl)-2-oxospiro[indoline-3,3'-pyrrolidine]-5'-carboxamide